4-bromo-N-(3-(6-bromooxazolo[4,5-b]pyridin-2-yl)-5-fluoro-2-methylphenyl)-2-fluorobenzamide BrC1=CC(=C(C(=O)NC2=C(C(=CC(=C2)F)C=2OC=3C(=NC=C(C3)Br)N2)C)C=C1)F